CC=1C(C=C(N2CCC3=C(C12)C=CC(=C3)OCC3=NC(=NO3)C)OCC3OCCCC3)=O 1-methyl-9-[(3-methyl-1,2,4-oxadiazol-5-yl)methoxy]-4-(tetrahydropyran-2-ylmethoxy)-6,7-dihydrobenzo[a]quinolizin-2-one